NC=1C(NC2=CC(=NC(=C2C1C1=C2C=NNC2=C(C=C1)F)C)C1CC1)=O 3-Amino-7-cyclopropyl-4-(7-fluoro-1H-indazol-4-yl)-5-methyl-1H-1,6-naphthyridin-2-one